FC(S(=O)(=O)F)F difluoromethanesulfonyl fluoride